CC1=NN(C=C1N1CCNCC1)C1=CC=C(C=C1)OC(F)(F)F 1-[3-methyl-1-[4-(trifluoromethoxy)phenyl]pyrazol-4-yl]piperazine